3-(4-fluorophenyl)-1-(2-fluoroethyl)-2,4-dioxo-1,2,3,4-tetrahydropyrimidine-5-carbonyl chloride FC1=CC=C(C=C1)N1C(N(C=C(C1=O)C(=O)Cl)CCF)=O